C(CCC)(=O)C1CCCCC1 butyrylcyclohexane